BrC1=CC=C(C=C1)S(=O)(=O)[C@@H]1CC[C@H](CC1)NC(OC(C)(C)C)=O tert-butyl {trans-4-((4-bromophenyl)sulfonyl)cyclohexyl}carbamate